6-Fluoro-2-(hydroxymethyl)-1-(oxadiazole-3-yl)quinolin-4(1H)-one FC=1C=C2C(C=C(N(C2=CC1)N1NOC=C1)CO)=O